NC1=C(N=C(C(=N1)N1CCC2(CC1)CC1=C(N(C=N1)C)[C@H]2N)C)SC2=C(C(=NC=C2)N2CCCC2)Cl (S)-1'-(6-amino-5-((3-chloro-2-(pyrrolidin-1-yl)pyridin-4-yl)thio)-3-methylpyrazin-2-yl)-1-methyl-4,6-dihydro-1H-spiro[cyclopenta[d]imidazole-5,4'-piperidin]-6-amine